3-(3-bromophenyl)-1-(2,3-dimethylphenyl)-8-methoxy-pyrazolo[4,3-c]quinoline BrC=1C=C(C=CC1)C1=NN(C2=C1C=NC=1C=CC(=CC21)OC)C2=C(C(=CC=C2)C)C